C(C)(C)OC(=O)C=1C(=NC=NC1)C1=C2C=NN(C2=CC(=C1)C(N)=O)C 4-(6-carbamoyl-1-methyl-1H-indazol-4-yl)pyrimidine-5-carboxylic acid isopropyl ester